N(=[N+]=[N-])CC1=CC(=CC=C1)OC 1-(azidomethyl)-3-methoxybenzene